2-(5-(trifluoromethyl)pyridazin-3-yl)acetamide FC(C=1C=C(N=NC1)CC(=O)N)(F)F